C(C1=CC=CC=C1)OC(=O)N[C@H](C(=O)C1C(C2=CC=C(C=C2C1=O)C(=O)C=1C=C2C(C(C(C2=CC1)=O)C([C@H](CC)NC(OCC1=CC=CC=C1)=O)=O)=O)=O)CC benzyl N-[(S)-1-(5-{2-[(2S)-2-{[(benzyloxy)carbonyl]amino}butanoyl]-1,3-dioxo-2,3-dihydro-1H-indene-5-carbonyl}-1,3-dioxo-2,3-dihydro-1H-inden-2-yl)-1-oxobutan-2-yl]carbamate